Tert-butyl (1R,3R,5S)-3-((5-cyclopropyl-3-(2-(trifluoromethoxy) phenyl) isoxazol-4-yl) methoxy)-3-methyl-8-azabicyclo[3.2.1]octane-8-carboxylate C1(CC1)C1=C(C(=NO1)C1=C(C=CC=C1)OC(F)(F)F)COC1(C[C@H]2CC[C@@H](C1)N2C(=O)OC(C)(C)C)C